C(CCC)NC(=O)N[C@@H](CS)C(=O)O (butylcarbamoyl)-L-cysteine